7-nitro-2-(trifluoromethyl)-9H-indeno[2,1-d]pyrimidin-9-one [N+](=O)([O-])C1=CC=2C(C=3N=C(N=CC3C2C=C1)C(F)(F)F)=O